P(=O)(O)(O)O.OCC=1C(NC(NC1)=O)=O 5-hydroxymethyl-uracil phosphate